(R)-1-(2-((1H-pyrazol-5-yl)amino)-6-(3-methylmorpholino)pyrimidin-4-yl)cyclohexane-1-carbonitrile N1N=CC=C1NC1=NC(=CC(=N1)C1(CCCCC1)C#N)N1[C@@H](COCC1)C